(2R)-1-{[4-(trifluoromethyl)phenyl]amino}propan-2-ol FC(C1=CC=C(C=C1)NC[C@@H](C)O)(F)F